1-(1H-benzimidazol-5-yl)-5-[4-(5-cyclopropylthiophen-3-yl)phenyl]imidazolidin-2-one N1C=NC2=C1C=CC(=C2)N2C(NCC2C2=CC=C(C=C2)C2=CSC(=C2)C2CC2)=O